N-(2-methylsulfanylethyl)-N-phenyl-3-(p-tolyl)prop-2-enamide CSCCN(C(C=CC1=CC=C(C=C1)C)=O)C1=CC=CC=C1